2-bromo-3-fluoro-4-methylphenol BrC1=C(C=CC(=C1F)C)O